Cl.Cl.CC=1N=C2N(N=C(C=C2C)C=2C=C(C(=NC2)C=2N=NC(=CC2)OC2CC(NC(C2)(C)C)(C)C)O)C1 5-(2,8-dimethylimidazo[1,2-b]pyridazin-6-yl)-2-{6-[(2,2,6,6-tetramethylpiperidin-4-yl)oxy]pyridazin-3-yl}pyridin-3-ol dihydrochloride